FC(C(=O)O)(F)F.FC(C(=O)O)(F)F.CN(C1(CCC1)CNC=1C2=C(N=C(N1)OCC13CCCN3CCC1)C(=C(N=C2)C2=C(C=CC=C2)C(C)C)F)C N-((1-(dimethylamino)cyclobutyl)methyl)-8-fluoro-7-(2-isopropylphenyl)-2-((tetrahydro-1H-pyrrolizin-7a(5H)-yl)methoxy)pyrido[4,3-d]pyrimidin-4-amine bis(2,2,2-trifluoroacetate)